ClC=1C=C(C=CC1F)C(C=1NC(=C(N1)S(=O)(=O)C)C)OCC1CC(CCC1)(F)F 2-[(3-chloro-4-fluorophenyl)-[(3,3-difluorocyclohexyl)methoxy]methyl]-5-methyl-4-methylsulfonyl-1H-imidazole